ClC=1C(=NC(=NC1)C(C)C)N 5-chloro-2-isopropylpyrimidin-4-amine